C1(CCCCC1)CN1C2=C(OCC1=O)C=CC(=C2)C(=O)NO 4-(cyclohexylmethyl)-N-hydroxy-3-oxo-3,4-dihydro-2H-benzo[b][1,4]oxazine-6-carboxamide